1,3-dihydroisoquinoline C1NCCC2=CC=CC=C12